N-{4-[(2-amino-4-fluorophenyl)carbamoyl]benzyl}-3-(4-aminophenyl)-1H-pyrazole-5-carboxamide NC1=C(C=CC(=C1)F)NC(=O)C1=CC=C(CNC(=O)C2=CC(=NN2)C2=CC=C(C=C2)N)C=C1